CN(CC=O)CCC 2-[METHYL(PROPYL)AMINO]ACETALDEHYDE